(+)-morphinan C1=CC=CC=2[C@@]34CCCC[C@H]3[C@@H](CC12)NCC4